sodium 2-(1-(2-chlorophenyl)-1-(2-methylpyrimidin-5-yl)propan-2-yl)-5-methoxy-1-methyl-6-oxo-1,6-dihydropyrimidine-4-carboxylate ClC1=C(C=CC=C1)C(C(C)C=1N(C(C(=C(N1)C(=O)[O-])OC)=O)C)C=1C=NC(=NC1)C.[Na+]